C(C)(C)C1=NN=C(N1C1CC2CCC(C1)N2CC[C@@H](C2=CC=CC=C2)NC(=O)C2CCCC2)C N-{(1S)-3-[3-(3-Isopropyl-5-methyl-4H-1,2,4-triazol-4-yl)-exo-8-azabicyclo[3.2.1]oct-8-yl]-1-phenylpropyl}cyclopentanecarboxamide